(4-((R)-2-(5-chloropyridin-2-yl)propyl)-6-(((R)-1-hydroxy-4-methylpent-2-yl)amino)-1,3,5-triazin-2-yl)methanesulfonamide ClC=1C=CC(=NC1)[C@@H](CC1=NC(=NC(=N1)N[C@@H](CO)CC(C)C)CS(=O)(=O)N)C